5-((benzyl-((S)-1-hydroxypropan-2-yl)amino)methyl)pyrrolidin-2-one C(C1=CC=CC=C1)N([C@H](CO)C)CC1CCC(N1)=O